C(C)(=O)OCCN1C(CCC1)=O acetoxyethyl-2-pyrrolidone